[Pt+2].C(CCC)[Si](C(C(=O)CC)C(C)=O)(OC)OC.C(CCC)[Si](C(C(=O)CC)C(C)=O)(OC)OC bis[2-(butyldimethoxysilyl)1-ethyl-1,3-butanedione] platinum (II)